2-(2-methyl-4-(2-(methyl-d3)propan-2-yl-1,1,1,3,3,3-d6)-5-(trifluoromethyl)phenyl)-4-oxo-1,4-dihydro-1,6-naphthyridine-5-carboxamide CC1=C(C=C(C(=C1)C(C([2H])([2H])[2H])(C([2H])([2H])[2H])C([2H])([2H])[2H])C(F)(F)F)C=1NC=2C=CN=C(C2C(C1)=O)C(=O)N